(R)-1-(5-(8-(3-fluorophenyl)-7,8-dihydro-6H-pyrrolo[2',1':2,3]imidazo[4,5-b]pyridin-2-yl)pyrimidin-2-yl)piperidin-4-ol FC=1C=C(C=CC1)[C@H]1CCC2=NC=3C(=NC(=CC3)C=3C=NC(=NC3)N3CCC(CC3)O)N21